[Na].CC(C(=O)O)(C)C 2,2-dimethylpropionic acid sodium